6-(3,5-dimethyl-4-hydroxyphenylamino)-1,3,5-triazine-2,4-dithiol CC=1C=C(C=C(C1O)C)NC1=NC(=NC(=N1)S)S